Methyl (E)-2-(2-(2-(4-((tert-butoxycarbonyl)amino)phenyl)thiazole-4-carboxamido) acrylamido)but-2-enoate C(C)(C)(C)OC(=O)NC1=CC=C(C=C1)C=1SC=C(N1)C(=O)NC(C(=O)N\C(\C(=O)OC)=C\C)=C